CS(=O)(=O)CCN(CC[C@@H](C(=O)O)NC1=NC=NC2=CC=CC=C12)CCCCC1=NC=2NCCCC2C=C1 (S)-4-((2-(methylsulfonyl)ethyl)(4-(5,6,7,8-tetrahydro-1,8-naphthyridin-2-yl)butyl)amino)-2-(quinazolin-4-ylamino)butanoic acid